C(C=C)C1(C(CCC2=C1C=C(O2)S(=O)(=O)NC(NC2=C1CCCC1=CC=1CCCC21)=O)(C)C)O 4-allyl-N-((1,2,3,5,6,7-hexahydro-s-indacen-4-yl)carbamoyl)-4-hydroxy-5,5-dimethyl-4,5,6,7-tetrahydrobenzofuran-2-sulfonamide